C1(CCCC1)CNC=1C=C(C=C2C=C(NC12)C1=CC=CC=C1)COCCOC N-(cyclopentylmethyl)-5-(2-methoxyethoxymethyl)-2-phenyl-1H-indol-7-amine